C1=C(C=CC=2OC3=C(C21)C=CC=C3)CNC3=CN=C(N(C3=O)CC(=O)NCC3=CC=2CN(CCC2S3)C(=O)OC(C)(C)C)C3=CC=CC=C3 tert-butyl 2-((2-(5-((dibenzo[b,d]furan-2-ylmethyl) amino)-6-oxo-2-phenylpyrimidin-1(6H)-yl) acetamido) methyl)-6,7-dihydrothieno[3,2-c]pyridine-5(4H)-carboxylate